CCCC1=C(C=CC(=C1O)C(=O)C)OCCCCC2=NNN=N2 The molecule is a member of the class of acetophenones that is 1-phenylethanone substituted at position 2 by a hydroxy group, a propyl group at position 3 and a 4-(1H-tetrazol-5-yl)butoxy group at position 4. A leukotriene antagonist, it exhibits anti-asthmatic activity. It has a role as a leukotriene antagonist and an anti-asthmatic drug. It is a member of tetrazoles, a member of acetophenones, a member of phenols and an aromatic ether.